amino-7-cyclopropyl-1-(o-tolyl)pyrido[2,3-d]pyrimidin-2(1H)-one NC=1C2=C(N(C(N1)=O)C1=C(C=CC=C1)C)N=C(C=C2)C2CC2